N-(4-((4-aminobenzyl)amino)phenyl)octanamide NC1=CC=C(CNC2=CC=C(C=C2)NC(CCCCCCC)=O)C=C1